N-(6-amino-5-methylpyridin-3-yl)-2-((2S,5R)-2-(benzo[d]thiazol-5-yl)-5-methylpiperidin-1-yl)-2-oxoacetamide NC1=C(C=C(C=N1)NC(C(=O)N1[C@@H](CC[C@H](C1)C)C=1C=CC2=C(N=CS2)C1)=O)C